5-((1-(1-Cyclopentyl-1H-pyrazol-4-yl)-1H-indazol-6-yl)oxy)-5,6,7,8-tetrahydronaphthalene-2-carbonitrile C1(CCCC1)N1N=CC(=C1)N1N=CC2=CC=C(C=C12)OC1C=2C=CC(=CC2CCC1)C#N